2'-(trifluoromethyl)acetophenone FC(C1=C(C=CC=C1)C(C)=O)(F)F